O[C@H](C(=O)NC=1N=C(N(C1)C(=O)OC(C)C)C)CNC(=O)C1=CC(=CC=C1)C=1C=NN(C1)C Propan-2-yl 4-[(2S)-2-hydroxy-3-{[3-(1-methyl-1H-pyrazol-4-yl)phenyl]formamido}-propanamido]-2-methyl-1H-imidazole-1-carboxylate